5-amino-N-{2-[3-amino-4-(methoxymethyl)pyrrolidin-1-yl]-4-fluoro-5,6,7,8-tetrahydroquinolin-6-yl}-2-methylthieno[2,3-d]pyrimidine-6-carboxamide NC1=C(SC=2N=C(N=CC21)C)C(=O)NC2CC=1C(=CC(=NC1CC2)N2CC(C(C2)COC)N)F